2-methoxyquinoline-4-carbonitrile COC1=NC2=CC=CC=C2C(=C1)C#N